1-(5-tert-butyl-oxazol-2-yl)-3-[4-(5-{2-[2-(2,6-dioxo-piperidin-3-yl)-1,3-dioxo-2,3-dihydro-1H-isoindol-4-ylamino]ethoxy}benzimidazol-1-yl)phenyl]-urea C(C)(C)(C)C1=CN=C(O1)NC(=O)NC1=CC=C(C=C1)N1C=NC2=C1C=CC(=C2)OCCNC2=C1C(N(C(C1=CC=C2)=O)C2C(NC(CC2)=O)=O)=O